ClCC1(OCCO1)CCl 2,2-bis(chloromethyl)-1,3-dioxolane